IC=1C=C(C=CC1C1=CC=NC=C1)NC(=O)NCCC=1C=NC=CC1 1-(3-iodo-4-(pyridin-4-yl)phenyl)-3-(2-(pyridin-3-yl)ethyl)urea